Ethyl 2-(4-(N-tert-butoxycarbonyl-N-methylaminomethyl)phenyl)-6-fluoro-4-methoxycarbonyl-indole-3-acetate C(C)(C)(C)OC(=O)N(C)CC1=CC=C(C=C1)C=1NC2=CC(=CC(=C2C1CC(=O)OCC)C(=O)OC)F